NC1=C(C=2C(=NC(=C(N2)C)C)N1C1=C(C(=CC=C1C)O)C)C(=O)C1=CC2=C(N1)C=CO2 (R)-(6-amino-5-(3-hydroxy-2,6-dimethylphenyl)-2,3-dimethyl-5H-pyrrolo[2,3-b]pyrazin-7-yl)(4H-furo[3,2-b]pyrrol-5-yl)methanone